(3-(2-(4-(1-(cyclopropanecarbonyl)indol-5-yl)-5-methylthiazol-2-ylamino)-2-oxoethyl)phenoxy)-3,3-dimethylpentylcarbamic acid tert-butyl ester C(C)(C)(C)OC(N(CCC(CC)(C)C)OC1=CC(=CC=C1)CC(=O)NC=1SC(=C(N1)C=1C=C2C=CN(C2=CC1)C(=O)C1CC1)C)=O